C1(CC(O)(C(=O)[O-])CC(=O)OCCCCCCCCCCCCCCO1)=O ethane-1,2-diylbis-hexyl citrate